ONNC(=O)NN N-hydroxycarbazide